Ethyl (E)-3-[5-(tert-butoxycarbonylamino)-2-chloro-4-pyridyl]prop-2-enoate C(C)(C)(C)OC(=O)NC=1C(=CC(=NC1)Cl)/C=C/C(=O)OCC